O[C@@H]([C@H](CO[C@H]1O[C@@H]([C@@H]([C@@H]([C@H]1O)O)O)CO)NC(CCCCCCCCCCC1CCNCC1)=O)[C@@H](CCCCCCCCCCCCCC)O N-((2S,3S,4R)-3,4-dihydroxy-1-(((2S,3R,4S,5R,6R)-3,4,5-trihydroxy-6-(hydroxymethyl)tetrahydro-2H-pyran-2-yl)oxy)octadecan-2-yl)-11-(piperidin-4-yl)undecanamide